nickel-iron-manganese-magnesium salt [Mg].[Mn].[Fe].[Ni]